ClC=1C(=C(C=C2C(C(=CN(C12)C1CC1)C(=O)O)=O)F)N1[C@H](CCC1)COC1=NC=CC=C1 (R)-8-chloro-1-cyclopropyl-6-fluoro-4-oxo-7-(2-((pyridin-2-yloxy)methyl)pyrrolidin-1-yl)-1,4-dihydro-quinoline-3-carboxylic acid